C(C=C)(=O)NC=1C=C(C=CC1C)C1=C(NC2=NC=C(C=C21)C(=O)NCC=2C=NC=CC2)C2=CC=C(C=C2)N2CCN(CC2)C 3-(3-acrylamido-4-methylphenyl)-2-(4-(4-methylpiperazin-1-yl)phenyl)-N-(pyridin-3-ylmethyl)-1H-pyrrolo[2,3-b]pyridine-5-carboxamide